N-hydroxyl-1-((4-(6-(4-methyl-1,4-diazaheptane-1-yl)pyridine-3-yl)phenyl)sulfonyl)-1,2,3,6-tetrahydropyridine-4-formamide ONC(=O)C=1CCN(CC1)S(=O)(=O)C1=CC=C(C=C1)C=1C=NC(=CC1)NCCN(CCC)C